FC=1C=C2C(CNCC2=C(C1)F)N 6,8-difluoro-1,2,3,4-tetrahydroisoquinoline-4-Amine